ClC=1C(=NC=CC1)C(C)NC1=NC=C(C=N1)C1=NOC(=N1)C(F)(F)F N-[1-(3-chloropyridin-2-yl)ethyl]-5-[5-(trifluoromethyl)-1,2,4-oxadiazol-3-yl]pyrimidin-2-amine